2-chloro-4-(furan-3-yl)pyrimidine ClC1=NC=CC(=N1)C1=COC=C1